1-(5H-imidazo[5,1-a]isoindol-5-yl)-1-(1H-imidazol-2-yl)ethan-1-ol tert-butyl-(5-(trans-3-(4-(trifluoromethyl)phenoxy)cyclobutyl)-1H-indol-3-yl)carbamate C(C)(C)(C)N(C(=O)OC(C)(C=1NC=CN1)C1N2C(C3=CC=CC=C13)=CN=C2)C2=CNC1=CC=C(C=C21)[C@@H]2C[C@H](C2)OC2=CC=C(C=C2)C(F)(F)F